1,1-difluoroethyl 2,2,2-trifluoroethyl ether FC(COC(C)(F)F)(F)F